1-(4-bromo-3-(methoxymethyloxy)phenyl)-2,2,2-trifluoroethane-1-ol BrC1=C(C=C(C=C1)C(C(F)(F)F)O)OCOC